5-cyanobenzoyl-phthalide C(#N)C=1C=CC=C(C(=O)C2OC(=O)C3=CC=CC=C23)C1